ClC1=C(C(N(C=C1)C1=NC=C(C(=C1)N1C(C=C(C=C1C)OCC1=NC=C(C=C1Cl)F)=O)C)=O)C(C)(C)O chloro-4''-((3-chloro-5-fluoropyridin-2-yl)methoxy)-3-(2-hydroxypropan-2-yl)-5',6''-dimethyl-2H,2''H-[1,2':4',1''-terpyridin]-2,2''-dione